C(C)(=O)C1=CC=C(C=C1)N1CN2N(CC=C3C2C=2C=CC(=CC2OC3(C)C)CO)C1 2-(4-acetylphenyl)-10-(hydroxymethyl)-7,7-dimethyl-5,12b-dihydro-1H,7H-chromeno[4,3-c][1,2,4]triazolo[1,2-a]Pyridazine